BrC1=CC2=CN(N=C2C(=C1OC)C)C 5-bromo-6-methoxy-2,7-dimethylindazole